N1N=CC2=C(C=CC=C12)NCCCNC(CCNCC1=CC(=C(C=C1)OC(F)(F)F)Cl)=O N-(3-((1H-indazol-4-yl)amino)propyl)-3-((3-chloro-4-(trifluoromethoxy)benzyl)amino)propanamide